(4-(9-phenyl-9H-fluorenyl)phenyl)silane C1(=CC=CC=C1)C1C2=CC=CC=C2C=2C=CC=C(C12)C1=CC=C(C=C1)[SiH3]